(3R,4S)-1-(benzylsulfonyl)-3-((dimethylamino)methyl)-4-(3-hydroxyphenyl)piperidin-4-ol C(C1=CC=CC=C1)S(=O)(=O)N1C[C@H]([C@](CC1)(O)C1=CC(=CC=C1)O)CN(C)C